C1(CCCC1)NC(=O)C1=NC(=C(N=C1C)NCCN1CCCC1)C(C)C1=CC=C(C=C1)F N-cyclopentyl-6-(1-(4-fluorophenyl)ethyl)-3-methyl-5-((2-(pyrrolidin-1-yl)ethyl)amino)pyrazine-2-carboxamide